OCC(C(=O)O)C1=CC=C(C=C1)OC 3-hydroxy-2-(4-methoxyphenyl)propionic acid